(S,E)-3,5-dimethylhex-3-en-2-yl 3-oxohexanoate O=C(CC(=O)O[C@@H](C)\C(=C\C(C)C)\C)CCC